(7-(4-(4-(benzo[b]thiophen-4-yl)piperazin-1-yl)butoxy)quinolin-2-yloxy)methyl tridecanoate C(CCCCCCCCCCCC)(=O)OCOC1=NC2=CC(=CC=C2C=C1)OCCCCN1CCN(CC1)C1=CC=CC=2SC=CC21